(alpha-methyl)-styrene CC(=C)C1=CC=CC=C1